FC=1C=C2C(C=C(N(C2=CC1F)C)CO)=O 6,7-Difluoro-2-(hydroxymethyl)-1-methylquinolin-4(1H)-one